[Si](C)(C)(C(C)(C)C)OC[C@H](C)N1N=C(C(=C1CO)I)CC [2-[(1S)-2-[tert-butyl(dimethyl)silyl]oxy-1-methyl-ethyl]-5-ethyl-4-iodo-pyrazol-3-yl]methanol